methyl 2-(3-bromophenyl)-methyl-propionate BrC=1C=C(C=CC1)C(C(=O)OC)(C)C